ClC1=NC=C2N(C(N(C2=N1)CC1=CC=C(C=C1)N1N=C(C=C1C)Cl)=N)C 2-chloro-9-(4-(3-chloro-5-methyl-1H-pyrazol-1-yl)benzyl)-7-methyl-7,9-dihydro-8H-purin-8-imine